CN(C1=CC(=C(C=C1)C1CC(NC=2C=C3C(=CC12)OCO3)=O)OCCC)C 8-(4-(dimethylamino)-2-propoxyphenyl)-7,8-dihydro-[1,3]dioxolo[4,5-g]quinolin-6(5H)-one